(3R)-3-amino-8-((2-chlorophenyl)methyl)-1,7-dimethyl-1,2,3,4-tetrahydroquinolin-2-one N[C@H]1C(N(C2=C(C(=CC=C2C1)C)CC1=C(C=CC=C1)Cl)C)=O